C(C)(C)(C)OC(=O)N1C[C@H](OC[C@@H]1C)CO.O=C(CCCCCCN1CCN(CC1)C1=CC=C(C(=O)N)C=C1)N1CCN(CC1)C1=NC=CC(=C1)C(F)(F)F 4-(4-(7-oxo-7-(4-(4-(trifluoromethyl)pyridin-2-yl)piperazin-1-yl)heptyl)piperazin-1-yl)benzamide tert-butyl-(2S,5S)-2-(hydroxymethyl)-5-methylmorpholine-4-carboxylate